potassium lactate calcium lactate C(C(O)C)(=O)[O-].[Ca+2].C(C(O)C)(=O)[O-].[K+]